2-[1,1'-Biphenyl]-4-yl-4-(3-chlorophenyl)-6-phenyl-1,3,5-triazine C1(=CC=C(C=C1)C1=NC(=NC(=N1)C1=CC(=CC=C1)Cl)C1=CC=CC=C1)C1=CC=CC=C1